BrC1=CC=C(C=C1)C[C@H](C(=O)O)[C@@H]1CN(CC1)C(=O)OC(C)(C)C (2S)-3-(4-bromophenyl)-2-[(3R)-1-[(tert-butoxy)carbonyl]pyrrolidin-3-yl]propionic acid